5-(aminomethyl)-N-methyl-N-(spiro[2.3]hex-5-yl)pyridin-2-amine hydrochloride Cl.NCC=1C=CC(=NC1)N(C1CC2(CC2)C1)C